C(CCCCCCCCCCCC)CO[Si](OC)(OC)CC tridecanyl-ethyl-trimethoxysilane